bis(ortho-methoxyphenyl)-4,4',5,5'-tetraphenylbiimidazole COC1=C(C=CC=C1)C1(N=C(C(=N1)C1=CC=CC=C1)C1=CC=CC=C1)C1(N=C(C(=N1)C1=CC=CC=C1)C1=CC=CC=C1)C1=C(C=CC=C1)OC